C(=CCCCCCC)C1C(=O)OC(C1)=O 2-octenylsuccinic acid, anhydride